ethylenedinitrilotetraacetic acid dihydrate O.O.C(CN(CC(=O)O)CC(=O)O)N(CC(=O)O)CC(=O)O